C(C)(C)(C)OC(=O)N1CCN(CC1)C1=CC2=C(C(CO2)C(=O)OC)C=C1.ClC1=CC=C(C=C1)C1(CCC1)C#N 1-(4-chlorophenyl)cyclobutanecarbonitrile tert-butyl-4-(3-(methoxycarbonyl)-2,3-dihydrobenzofuran-6-yl)piperazine-1-carboxylate